2-((4-oxo-1-phenyl-4,5-dihydro-1H-pyrazolo[3,4-d]pyrimidin-6-yl)thio)-N-(5-(p-tolyl)-1,3,4-thiadiazol-2-yl)propanamide O=C1C2=C(N=C(N1)SC(C(=O)NC=1SC(=NN1)C1=CC=C(C=C1)C)C)N(N=C2)C2=CC=CC=C2